(±)-(4aR,13bR)-4,10-dimethyl-1,2,3,4,4a,5,6,13b-octahydro-8H-[1,6]naphthyridino[5,6-b]quinazolin-8-one CN1CCC[C@@H]2[C@H]1CCN1C2=NC2=CC=C(C=C2C1=O)C |r|